OC(CNC(=NC(C)C)NC(C)C)C 1-(2-hydroxypropyl)-2,3-diisopropylguanidine